Methyl-({5-(6-fluoropyridin-3-yl)-4-iodo-1-[3-(methylsulfanyl)pyridin-2-yl]-1H-pyrazol-3-yl}oxy) (methoxy)acetat COCC(=O)OOC1=NN(C(=C1I)C=1C=NC(=CC1)F)C1=NC=CC(=C1SC)C